1-(4-bromo-1-toluenesulfonyl-1H-indol-6-yl)-3-methylcyclobutane-1-carboxylic acid methyl ester COC(=O)C1(CC(C1)C)C1=CC(=C2C=CN(C2=C1)S(=O)(=O)CC1=CC=CC=C1)Br